2-(4-(5-(3,5-dichlorophenyl)-5-(trifluoromethyl)-4,5-dihydroisoxazol-3-yl)-2-methylbenzamido)-N-ethyl-4,5,6,7-tetrahydrobenzothiophene-3-carboxamide ClC=1C=C(C=C(C1)Cl)C1(CC(=NO1)C1=CC(=C(C(=O)NC=2SC3=C(C2C(=O)NCC)CCCC3)C=C1)C)C(F)(F)F